BrC(CBr)F 1,2-dibromo-1-fluoroethane